CNC1(CCC1)C N,1-dimethyl-1-cyclobutylamine